ClC=1C=C(C=CC1Cl)C(CS(=O)(=O)C1=CC=CC=C1)=O 1-(3,4-dichlorophenyl)-2-(phenylsulfonyl)ethan-1-one